N-[5-(2,6-difluoro-4-methoxyphenyl)-2-(5-fluoro-2-methylphenyl)-1-methyl-3-oxo-2,3-dihydro-1H-pyrazol-4-yl]-4-(difluoromethoxy)benzamide FC1=C(C(=CC(=C1)OC)F)C1=C(C(N(N1C)C1=C(C=CC(=C1)F)C)=O)NC(C1=CC=C(C=C1)OC(F)F)=O